C(CCCCCCCCCCCCC)(=O)OCCCCCCCCCCCCCCCCCCC nonadecyl tetradecanoate